4-(1-methyl-3-pyrimidin-5-yl-pyrazol-4-yl)-1H-pyrrolo[2,3-b]pyridine CN1N=C(C(=C1)C1=C2C(=NC=C1)NC=C2)C=2C=NC=NC2